C1=CC=C(C=C1)C2=NC3=C(C=NN3C(=C2)NCC4=CC=NC=C4)Br 3-bromo-5-phenyl-N-(pyridin-4-ylmethyl)pyrazolo[1,5-a]pyrimidin-7-amine